Methyl (S)-3-(2'-(allyloxy)-4'-fluoro-6'-methyl-[1,1'-biphenyl]-3-yl)-3-((S)-2-(5-(2-(dimethylamino)ethyl)-2-oxopyridin-1(2H)-yl)pent-4-enamido)propanoate C(C=C)OC1=C(C(=CC(=C1)F)C)C1=CC(=CC=C1)[C@H](CC(=O)OC)NC([C@H](CC=C)N1C(C=CC(=C1)CCN(C)C)=O)=O